thieno[3,2-b]thiophene-2-methylamine S1C2=C(C=C1CN)SC=C2